NC1=NC2=CC=C(C=C2C=C1C)C(=O)N(CC1=NC=C(C=C1)C(F)(F)F)CC=1C=NC=C(C1)F 2-amino-N-((5-fluoro-3-pyridinyl)methyl)-3-methyl-N-((5-(trifluoromethyl)-2-pyridinyl)methyl)-6-quinolinecarboxamide